BrC=1C(=C(C=CC1)CNC(C(OCC)OCC)=N)F N-[(3-Bromo-2-fluorophenyl)methyl]-2,2-diethoxyethanimidamide